C(C)OC(=O)C1=CC=NC2=CC=C(C=C12)N1C[C@@H](O[C@H](C1)C)C.ClC=1C=C(C(=NC1)F)N1CC=2C(CC1)=NOC2 5-chloro-2-fluoro-3-{4H,5H,6H,7H-[1,2]oxazolo[4,3-c]pyridin-5-yl}pyridine ethyl-6-((2S,6S)-2,6-dimethylmorpholino)quinoline-4-carboxylate